(S,E)-3-ethyl-4-(7-fluoro-3-(4-(2-(pyrrolidin-2-yl)vinyl)-1H-imidazol-2-yl)-1H-indazol-6-yl)phenol C(C)C=1C=C(C=CC1C1=CC=C2C(=NNC2=C1F)C=1NC=C(N1)\C=C\[C@H]1NCCC1)O